1-Methyl-1-butylpiperidinium chlorid Heptadecan-9-yl-8-((3-((4-(methylamino)-1,1-dioxido-1,2,5-thiadiazol-3-yl)amino)propyl)(8-oxo-8-(undecan-3-yloxy)octyl)amino)octanoate CCCCCCCCC(CCCCCCCC)OC(CCCCCCCN(CCCCCCCC(OC(CC)CCCCCCCC)=O)CCCNC1=NS(N=C1NC)(=O)=O)=O.[Cl-].C[N+]1(CCCCC1)CCCC